3-[[4-[(2R)-2-aminopropoxy]-6-(2,6-dimethylphenyl)pyrimidin-2-yl]sulfamoyl]benzoic acid N[C@@H](COC1=NC(=NC(=C1)C1=C(C=CC=C1C)C)NS(=O)(=O)C=1C=C(C(=O)O)C=CC1)C